(S)-[(2-guanidino-4-thiazolyl)methyl]isothiourea dihydrochloride Cl.Cl.N(C(=N)N)C=1SC=C(N1)CNC(S)=N